5,7-dichloro-2-(chloromethyl)-benzo[d]oxazole ClC=1C=C(C2=C(N=C(O2)CCl)C1)Cl